COC=1C(=NNC1)N 4-methoxy-1H-pyrazol-3-amine